tert-butyl (2S)-4-(2-hydroxyethyl)-2-methylpiperidine-1-carboxylate OCCC1C[C@@H](N(CC1)C(=O)OC(C)(C)C)C